6-chloro-7-fluoro-1H-pyrrolo[3,2-c]pyridine ClC1=C(C2=C(C=N1)C=CN2)F